ClC1=C(C=CC(=C1)C(F)(F)F)NC(CN1C=2N(C(C(=C1CC)N1CC(CC1)NC)=O)N=C(N2)C=2CCOCC2)=O N-(2-chloro-4-(trifluoromethyl)phenyl)-2-(2-(3,6-dihydro-2H-pyran-4-yl)-5-ethyl-6-(3-(methylamino)pyrrolidin-1-yl)-7-oxo-[1,2,4]triazolo[1,5-a]pyrimidin-4(7H)-yl)acetamide